(7R,14R)-1-(difluoromethoxy)-6-(methyl-d3)-11-((2-methylpyrimidin-5-yl)ethynyl)-6,7-dihydro-7,14-methanobenzo[f]benzo[4,5]imidazo[1,2-a][1,4]diazocin-5(14H)-one FC(OC1=CC=CC=2C(N([C@H]3C=4N([C@@H](C21)C3)C3=C(N4)C=CC(=C3)C#CC=3C=NC(=NC3)C)C([2H])([2H])[2H])=O)F